C1(CC1)N(C=1C2=C(N=CN1)N(C=C2F)C[C@@H]2[C@H](CN(CC2)CC(=O)N)O)CC=2C=NC(=CC2)C(F)(F)F ((3R,4R)-4-((4-(cyclopropyl((6-(trifluoromethyl)pyridin-3-yl)methyl)amino)-5-fluoro-7H-pyrrolo[2,3-d]pyrimidin-7-yl)methyl)-3-hydroxypiperidin-1-yl)acetamide